BrC1=CC2=C(CCC=3C(=NN(C23)C2=CSC=C2)C(=O)OCC)C=C1OC ethyl 8-bromo-7-methoxy-1-(3-thienyl)-4,5-dihydrobenzo[g]indazole-3-carboxylate